gold-lanthanum [La].[Au]